COC(=O)C=1N(C=C(C1)C=O)CC 1-ethyl-4-formyl-1H-pyrrole-2-carboxylic acid methyl ester